n-butyl-sulfonate C(CCC)S(=O)(=O)[O-]